iodoplatinum (II) I[Pt+]